4-[4-(6-hydroxyhexyloxy)benzoyl]chalcone OCCCCCCOC1=CC=C(C(=O)C2=CC=C(C=C2)\C=C\C(=O)C2=CC=CC=C2)C=C1